C(=C)[Si](OCC(C)C)(OCC(C)C)OCC(C)C vinyltris(isobutoxy)silane